NCCNC(CS(=O)(=O)O)CCC 2-[(2-aminoethyl)amino]-1-pentanesulfonic acid